Ethyl-1-(4-cyano-2,3,5,6-tetrafluorophenyl)-6,7,8-trifluoro-4-oxo-1,4-dihydroquinoline-3-carboxylate C(C)OC(=O)C1=CN(C2=C(C(=C(C=C2C1=O)F)F)F)C1=C(C(=C(C(=C1F)F)C#N)F)F